CN([C@@H]1CC[C@H](CC1)N)C (trans)-N1,N1-dimethylcyclohexane-1,4-diamine